1-bromo-4-(chloromethoxy)cyclohex-1-ene BrC1=CCC(CC1)OCCl